2-Methyl-6-[6-(piperidin-4-yl)imidazo[2,1-b][1,3,4]thiadiazol-2-yl]imidazo[1,2-a]pyridin-8-carbonitril Hydrochlorid Cl.CC=1N=C2N(C=C(C=C2C#N)C2=NN3C(S2)=NC(=C3)C3CCNCC3)C1